CC(C)(C)OC(=O)N[C@H]1CCNC1 (S)-(-)-3-(boc-amino)pyrrolidine